COC(=O)[C@]1(CO[C@]2([C@@H]1CCNC2)C=C)C3=C(C4=CC=CC=C4N3)C=O The molecule is an organooxygen compound and an organonitrogen compound. It has a role as a metabolite. It derives from a delta-amino acid.